BrC=1C(=C(C(=C(C1)F)F)C(C)O)F 1-(3-bromo-2,5,6-trifluorophenyl)ethan-1-ol